COC(=O)C1CC2(CC(C2)NC(=O)C=2C=CC(=C3C=NN(C23)C2(COC2)C2=CC=C(C=C2)Br)Cl)C1 2-[[1-[3-(4-bromophenyl)oxetan-3-yl]-4-chloro-indazole-7-carbonyl]amino]spiro[3.3]heptane-6-carboxylic acid methyl ester